FC(C(=O)O)(F)F.FC1=C(CNC2=CC=C(C(=N2)C)S(=O)(=O)NC2=NC(=CC=C2)F)C(=CC=C1)CN1CCCC1 6-((2-fluoro-6-(pyrrolidin-1-ylmethyl)benzyl)amino)-N-(6-fluoropyridin-2-yl)-2-methylpyridine-3-sulfonamide trifluoroacetate